(E)-2-(5-bromo-1H-indol-3-yl)-N'-(2-methylpropylidene)thiazole-4-carbohydrazide BrC=1C=C2C(=CNC2=CC1)C=1SC=C(N1)C(=O)N/N=C/C(C)C